NC1=NC(=C(C(=N1)C=1OC=CC1)C(=O)N1CCN(CC1)C(=O)OC(C)(C)C)NCC1=CC(=CC=C1)C(F)(F)F tert-butyl 4-[2-amino-4-(2-furyl)-6-[[3-(trifluoromethyl)phenyl]methylamino]pyrimidine-5-carbonyl]piperazine-1-carboxylate